N1=CC=C(C=C1)OC1CC2(CN(C2)C(=O)OC(C)(C)C)C1 tert-butyl 6-(4-pyridyloxy)-2-azaspiro[3.3]heptane-2-carboxylate